SCCSCC(CSCCS)(CSCCS)CSCCS Tetrakis(2-Mercaptoethylthiomethyl)methan